4-(1-(3-bromophenyl)-2,2-difluoroethyl)-2,6-di-tert-butylphenol BrC=1C=C(C=CC1)C(C(F)F)C1=CC(=C(C(=C1)C(C)(C)C)O)C(C)(C)C